3-ethenyl-3-methyl-2,4-Pentanedione C(=C)C(C(C)=O)(C(C)=O)C